6-(N-(6-((6-(benzo[d]thiazol-2-ylamino)-5-methylpyridazin-3-yl)(methyl)amino)-3-(1-(cyclopentylmethyl)-5-methyl-1H-pyrazol-4-yl)picolinoyl)sulfamoyl)hexanoate S1C(=NC2=C1C=CC=C2)NC2=C(C=C(N=N2)N(C2=CC=C(C(=N2)C(=O)NS(=O)(=O)CCCCCC(=O)[O-])C=2C=NN(C2C)CC2CCCC2)C)C